tert-butyl N-[(1S,3R)-3-[[3-[N'-(2-chloro-5-fluoro-phenyl)carbamimidoyl]-6-[1-(difluoromethyl)pyrazol-4-yl]pyrrolo[1,2-b]pyridazin-4-yl]amino]cyclopentyl]carbamate ClC1=C(C=C(C=C1)F)N=C(N)C1=C(C=2N(N=C1)C=C(C2)C=2C=NN(C2)C(F)F)N[C@H]2C[C@H](CC2)NC(OC(C)(C)C)=O